The molecule is a phosphatidylserine 36:2(1-) that is the conjugate base of 1-stearoyl-2-linoleoyl-sn-glycero-3-phosphoserine; major species at pH 7.3. It is a conjugate base of a 1-stearoyl-2-linoleoyl-sn-glycero-3-phospho-L-serine. CCCCCCCCCCCCCCCCCC(=O)OC[C@H](COP(=O)([O-])OC[C@@H](C(=O)[O-])[NH3+])OC(=O)CCCCCCC/C=C\\C/C=C\\CCCCC